C(CC)(=O)NC=1N=C2N(C(=CC=C2)C=2C=C(C=CC2)C2=CC=C(O2)P(O)(O)=O)C1 (5-(3-(2-propionamidoimidazo[1,2-a]pyridin-5-yl)phenyl)furan-2-yl)phosphonic acid